N[C@@H](CCCNC(N)=N)C(=O)[O-].N[C@@H](CCCNC(N)=N)C(=O)[O-].N[C@@H](CCCNC(N)=N)C(=O)[O-].[Fe+3] ferric trisarginate